(S)-2-((2-((S)-8-(difluoromethyl)-6-oxo-2,5-dioxa-7-azaspiro[3.4]octan-7-yl)-5,6-dihydrobenzo[f]imidazo[1,2-d][1,4]oxazepin-9-yl)amino)propanamide FC([C@H]1N(C(OC12COC2)=O)C=2N=C1N(CCOC3=C1C=CC(=C3)N[C@H](C(=O)N)C)C2)F